(E)-N-(5-chloro-4-(3,4-difluorophenyl)thiazol-2-yl)-5-((2-hydroxy-3-methoxybenzylidene)amino)-3-methylpyridine-2-sulfonamide ClC1=C(N=C(S1)NS(=O)(=O)C1=NC=C(C=C1C)/N=C/C1=C(C(=CC=C1)OC)O)C1=CC(=C(C=C1)F)F